C(C)(C)(C)OC(=O)N1CCC(CC1)(O)C1=NC(=CC=C1)OCC1=C(C=C(C=C1)C#N)F 4-(6-((4-cyano-2-fluorobenzyl)oxy)pyridin-2-yl)-4-hydroxypiperidine-1-carboxylic acid tert-butyl ester